[2-(2-furyl) ethanamido] (2E,4E,6E,8E,10E,12E,14E,16Z,18E)-4,8,13,17-tetramethylicosa-2,4,6,8,10,12,14,16,18-nonaenedioate C/C(/C=C/C(=O)ONC(CC=1OC=CC1)=O)=C\C=C\C(=C\C=C\C=C(\C=C\C=C(/C=C/C(=O)[O-])\C)/C)\C